tert-butyl 4-(2-methyl-7-((3-methyl-2-oxo-2,3-dihydrobenzo[d]oxazol-6-yl)carbamoyl)-2H-indazol-4-yl)piperazine-1-carboxylate CN1N=C2C(=CC=C(C2=C1)N1CCN(CC1)C(=O)OC(C)(C)C)C(NC1=CC2=C(N(C(O2)=O)C)C=C1)=O